N-(Cyanomethyl)-1H-pyrazole-4-carboxamide C(#N)CNC(=O)C=1C=NNC1